N6,N6-dibutyl-N2-((6-(2-(methanesulfonyl)pyrimidin-5-yl)hexan-5-ynoyl)-L-valinyl)-L-lysine C(CCC)N(CCCC[C@H](NC([C@@H](NC(CCCC#CC=1C=NC(=NC1)S(=O)(=O)C)=O)C(C)C)=O)C(=O)O)CCCC